ClC=1C(=C(C=CC1)NS(=O)(=O)C1=CC=C(C=C1)S(=O)(=O)N(C)C)N1CCCCC1 N1-(3-chloro-2-(piperidin-1-yl)phenyl)-N4,N4-dimethylbenzene-1,4-disulfonamide